1-{1-[4-chloro-4'-(4-methylpiperazin-1-yl)[1,1'-biphenyl]-2-yl]piperidin-3-yl}-5-(trifluoromethyl)-1H-pyrazole-4-carboxylic acid ClC1=CC(=C(C=C1)C1=CC=C(C=C1)N1CCN(CC1)C)N1CC(CCC1)N1N=CC(=C1C(F)(F)F)C(=O)O